(7-(4-((4-(1H-pyrazol-4-yl)phenyl)amino)pyrimidin-2-yl)-3,4-dihydroisoquinolin-2(1H)-yl)(3,3-difluoroazetidin-1-yl)methanone N1N=CC(=C1)C1=CC=C(C=C1)NC1=NC(=NC=C1)C1=CC=C2CCN(CC2=C1)C(=O)N1CC(C1)(F)F